2-((2-((2,4-Dimethoxybenzyl)amino)-7-(4,4,5,5-tetramethyl-1,3,2-dioxaborolan-2-yl)pyrido[3,2-d]pyrimidin-4-yl)amino)-2-methylhexan-1-ol COC1=C(CNC=2N=C(C3=C(N2)C=C(C=N3)B3OC(C(O3)(C)C)(C)C)NC(CO)(CCCC)C)C=CC(=C1)OC